3-(benzo[d]thiazol-2-ylmethoxy)-5-(piperidine-1-carbonyl)isoquinoline-7-carbonyl-4-phenylpiperidine-4-carbonitrile S1C(=NC2=C1C=CC=C2)COC=2N=CC1=CC(=CC(=C1C2)C(=O)N2CCCCC2)C(=O)N2CCC(CC2)(C#N)C2=CC=CC=C2